4-hydroxy-6,7-di(methoxycarbonyl)-1-naphthol OC1=CC=C(C2=CC(=C(C=C12)C(=O)OC)C(=O)OC)O